C(CCCCC)C(COC(=O)CCCCCCCCCC(OC(OCCN(CCN(CC)CC)C(C)C)=O)CCCCC)CCCCCCCC.C(=CCCCCCCCC)[Si](OC)(OC)OC 1-decenyl-trimethoxysilane 2-hexyldecyl-3-ethyl-6-isopropyl-10-oxo-12-pentyl-9,11-dioxa-3,6-diazaheneicosane-21-carboxylate